4-[3-(2,6-dioxo-3-piperidyl)-1-methyl-indazol-6-yl]-3-methyl-piperazin O=C1NC(CCC1C1=NN(C2=CC(=CC=C12)N1C(CNCC1)C)C)=O